C12CN(CC(CC1)N2)C2=CC=C1C[C@H](COC1=C2)NC(=O)C2=CC=1[C@@H]3[C@H](CNC1N=C2)C3 (1aR,7bS)-N-((3R)-7-(3,8-diazabicyclo[3.2.1]octan-3-yl)chroman-3-yl)-1a,2,3,7b-tetrahydro-1H-cyclopropa[c][1,8]naphthyridine-6-carboxamide